N-(4-(pyridin-2-ylamino)phenyl)-1H-imidazole-1-thioamide N1=C(C=CC=C1)NC1=CC=C(C=C1)NC(=S)N1C=NC=C1